N1C(=NC2=C1CN(C2)C(=O)OC(C)(C)C)C(=O)OCC 5-(tert-butyl) 2-ethyl 4,6-dihydropyrrolo[3,4-d]imidazole-2,5(1H)-dicarboxylate